(S)-4-ethyl-2-methylpiperazin C(C)N1C[C@@H](NCC1)C